7-fluoro-2-oxa-5-azabicyclo[4.1.0]heptane FC1C2NCCOC12